NC=1C(=C(C(=C(C(=O)NC2=C(C=CC(=C2)N2N=NC=C2)N2CCN(CC2)C)C1)Cl)C)F 5-Amino-2-chloro-4-fluoro-3-methyl-N-(2-(4-methylpiperazin-1-yl)-5-(1H-1,2,3-triazol-1-yl)phenyl)benzamide